C(C)(C)(C)OC(NC1COC2(OC1)CCC(CC2)N2C=C(C1=C2N=CN=C1N)C1=CC=C(C=C1)OC1=CC=CC=C1)=O (9-(4-Amino-5-(4-phenoxyphenyl)-7H-pyrrolo[2,3-d]pyrimidin-7-yl)-1,5-dioxaspiro[5.5]undecan-3-yl)carbamic acid tert-butyl ester